NCCCCCCCCNC1=C2C(N(C(C2=CC=C1)=O)C1C(NC(CC1)=O)=O)=O 4-((8-aminooctyl)amino)-2-(2,6-dioxopiperidin-3-yl)isoindole-1,3-dione